NC1=CC=C(C(=C1C(=O)N(C)CCN(C)C)F)C=1C(=C2C(=NC1)NC[C@@]21C[C@](CC1)(C)C#N)Cl 6-Amino-3-((1S,3R)-4'-chloro-3-cyano-3-methyl-1',2'-dihydrospiro[cyclopentane-1,3'-pyrrolo[2,3-b]pyridin]-5'-yl)-N-(2-(dimethylamino)ethyl)-2-fluoro-N-methyl-benzamide